tert-butyl [4-(3-chloro-10-methyl-11-oxo-10,11-dihydro-5H-dibenzo[b,e][1,4]diazepin-5-yl)butyl]imidodicarbonate ClC=1C=CC2=C(N(C3=C(N(C2=O)C)C=CC=C3)CCCCN(C(=O)OC(C)(C)C)C(=O)[O-])C1